CC=1C(=C2C=CNC2=C(C1)C)CC1C(CN(CC1)CC(F)(F)F)C1=CC=C(C(=O)O)C=C1 4-(4-((5,7-dimethyl-1H-indol-4-yl)methyl)-1-(2,2,2-trifluoroethyl)piperidin-3-yl)benzoic acid